F[B-](F)(F)F.N1(N=NC2=C1C=CC=C2)C(=[N+](C)C)N(C)C N-[(1H-benzotriazol-1-yl)(dimethylamino)-methylene]-N-methylmethanaminium tetrafluoroborate